FC=1C=C(COC=2C=C3N(C(N2)=O)CC24N3C(CC2)CC4)C=CC1OC1=CC(=NC=C1)OC(F)(F)F 3-((3-fluoro-4-((2-(trifluoromethoxy)pyridin-4-yl)oxy)benzyl)oxy)-7,8-dihydro-1H,6H,9H-6,8a-ethanopyrrolo[1',2':3,4]imidazo[1,2-c]pyrimidin-1-one